BrC=1C=C2C(=NN(C2=CC1)C1CCCCC1)COC1=C(C=CC=C1)CC(=O)OCC ethyl 2-(2-((5-bromo-1-cyclohexyl-1H-indazol-3-yl)methoxy)phenyl)acetate